COC(CN1N=C(C=C1CCN)Br)=O 2-(5-(2-aminoethyl)-3-bromo-1H-pyrazol-1-yl)acetic acid methyl ester